(E)-3-(3,4-dihydroxyphenyl)-N-((1-(2-chlorobenzyl)-1H-1,2,3-triazol-4-yl)methyl)acrylamide OC=1C=C(C=CC1O)/C=C/C(=O)NCC=1N=NN(C1)CC1=C(C=CC=C1)Cl